N-(trifluoroacetyl)2-methyl-2,3,4,5-tetrahydro-1H-benzofuro[2,3-d]azepine FC(C(=O)N1CCC2=C(CC1C)C1=C(O2)C=CC=C1)(F)F